C(C)(=O)OCC(=O)NC=1SC(=C(N1)C)OC1=CC(=CC=C1)Cl 2-((5-(3-chlorophenoxy)-4-methylthiazol-2-yl)amino)-2-oxoethyl acetate